C(=C)C=1C(=C(O)C=CC1C(C)(C)C1=CC=C(C=C1)O)CC1=CC=CC=C1 vinylbenzylbisphenol a